ClC(CCC(=O)C1=CC=C(C=C1)C1=CC=NC2=CC=CC=C12)(Cl)Cl trichloro-1-(4-(4-quinolinyl)phenyl)-1-butanone